N(=C=O)C(C(=O)OC([C@@H](N(CCC(=O)O)N)CC1=CNC2=CC=CC=C12)=S)CCCCN=C=O aminocarboxyethyl-thiotryptophan 2,6-diisocyanatohexanoate